perfluorobutylpotassium FC(C(C(C(F)(F)F)(F)F)(F)F)([K])F